cesium bismuth bromoiodide BrI.[Bi].[Cs]